C1(CC1)[C@@H]1N(CCN(C1)C=1C=CC=2N=CN=C(C2N1)NC1=CC(=C(C=C1)OC1=CC2=C(N(N=N2)C)C(=C1)F)C)C(C=C)=O (S)-1-(2-cyclopropyl-4-(4-((4-((7-fluoro-1-methyl-1H-benzo[d][1,2,3]triazol-5-yl)oxy)-3-methylphenyl)amino)pyrido[3,2-d]pyrimidin-6-yl)piperazin-1-yl)prop-2-en-1-one